4-dimethylaminobenzoyl chloride hydrochloride Cl.CN(C1=CC=C(C(=O)Cl)C=C1)C